(2S,4R)-1-[(2S)-3,3-dimethyl-2-[4-[2-(2,2,6,6-tetramethylmorpholin-4-yl)ethyl]triazol-1-yl]butanoyl]-4-hydroxy-N-methyl-pyrrolidine-2-carboxamide CC([C@@H](C(=O)N1[C@@H](C[C@H](C1)O)C(=O)NC)N1N=NC(=C1)CCN1CC(OC(C1)(C)C)(C)C)(C)C